C(=O)[C@@H]1N(CC1)C(=O)OC(C)(C)C (R)-tert-butyl 2-formylazetidine-1-carboxylate